O=C1NC(CCC1N1C(C2=CC=C(C=C2C1)CNC(C(C1=CC(=CC=C1)N1CCN(CC1)C)(F)F)=O)=O)=O N-((2-(2,6-dioxopiperidin-3-yl)-1-oxoisoindolin-5-yl)methyl)-2,2-difluoro-2-(3-(4-methylpiperazin-1-yl)phenyl)acetamide